CSCC1CN(C(O1)=O)N=C1OC(=CC1)[N+](=O)[O-] 5-[(methylthio)methyl]-3-[(5-nitrofurylidene)amino]-2-oxazolidinone